ethyl P-((7-(5-(trifluoromethyl)-1,2,4-oxadiazol-3-yl)imidazo[1,2-a]pyridin-2-yl)methyl)-N-(4-(trifluoromethyl)phenyl)phosphonamidate FC(C1=NC(=NO1)C1=CC=2N(C=C1)C=C(N2)CP(OCC)(=O)NC2=CC=C(C=C2)C(F)(F)F)(F)F